9-chloro-8-(3-cyclopropyl-1H-indol-7-yl)-7-fluoro-1,4,4-trimethyl-5H-[1,2,4]triazolo[4,3-a]quinoxaline ClC=1C(=C(C=C2NC(C=3N(C12)C(=NN3)C)(C)C)F)C=3C=CC=C1C(=CNC31)C3CC3